1-(4-((3-chloro-1H-pyrrolo[2,3-B]pyridin-4-yl)oxy)-2-fluorophenyl)-3-(3-fluoro-4-((4-methylpiperazin-1-yl)methyl)phenyl)urea ClC1=CNC2=NC=CC(=C21)OC2=CC(=C(C=C2)NC(=O)NC2=CC(=C(C=C2)CN2CCN(CC2)C)F)F